6-fluoro-5-(4-(4-(6-fluoro-4-oxo-3,4-dihydroquinazolin-2-yl)-2-azabicyclo[2.1.1]hexan-2-yl)piperidin-1-yl)-N-(methyl-d3)picolinamide FC1=C(C=CC(=N1)C(=O)NC([2H])([2H])[2H])N1CCC(CC1)N1C2CC(C1)(C2)C2=NC1=CC=C(C=C1C(N2)=O)F